2,2'-azobiscyclohexanecarbonitrile N(=NC1C(CCCC1)C#N)C1C(CCCC1)C#N